COC=1C=C2C(=CC=NC2=CC1OC)OC1=C(C=C(C=C1)N1C(N(CC1=O)C=1C=NC=C(C1)C(F)(F)F)=O)C(C)O 3-{4-[(6,7-dimethoxy-4-quinolinyl)oxy]-3-(1-hydroxyethyl)phenyl}-1-[5-(trifluoromethyl)-3-pyridinyl]-2,4-imidazolidinedione